5-ethoxy-1,3-diisopropenylbenzene C(C)OC=1C=C(C=C(C1)C(=C)C)C(=C)C